C(=O)(O)CC1(C2C3C4C=CC(C3C(C1)C2)C4)C(=O)O 4-carboxymethyl-4-hydroxycarbonyltetracyclo[6.2.1.13,6.02,7]Dodec-9-ene